C(C)OC1=CC(=NC=C1C#N)[C@H](C)N1C(C2=CC(=CC(=C2CC1)C(C(C)C)O)CCN(C)CC)=O 4-ethoxy-6-((1S)-1-(7-(2-(ethyl(methyl)amino)ethyl)-5-(1-hydroxy-2-methylpropyl)-1-oxo-3,4-dihydroisoquinolin-2(1H)-yl)ethyl)nicotinonitrile